CNCC1OCC(C2=C1C=CS2)C2=CC=CC1=CC=CC=C21 methyl-1-(7-(1-naphthyl)-6,7-dihydro-4H-thieno[3,2-c]pyran-4-yl)methylamine